methylenebis(6-t-butyl-4-methylphenol) C(C1=C(C(=CC(=C1)C)C(C)(C)C)O)C1=C(C(=CC(=C1)C)C(C)(C)C)O